CC(CN)C(CCCCN)C 2,3-dimethyl-heptamethylenediamine